CN1N=C(N=C1C(F)(F)F)COCC1=C(C(=O)NC2=NN=NN2CCC)C=CC(=N1)C(F)(F)F 2-(((1-methyl-5-(trifluoromethyl)-1H-1,2,4-triazol-3-yl)methoxy)methyl)-N-(1-propyl-1H-tetrazol-5-yl)-6-(trifluoromethyl)nicotinamide